BrC1=CC=C(C=C1)C=1OC(C(N1)=CC=1OC=CC1)=O 2-(4-bromophenyl)-4-(furan-2-ylmethylene)oxazol-5(4H)-one